C(C)(C)(C)OC(=O)NC=1C(=CSC1Cl)C(=O)OC methyl 4-((tert-butoxycarbonyl) amino)-5-chlorothiophene-3-carboxylate